O1C(=CC=C1)C=1C=C2C=CC=3N=CSC3C2=CC1 7-(Furan-2-yl)naphtho[2,1-d]thiazole